BrC=1C(=NC(=NC1)SC)NC1CCC(CC1)O (1r,4r)-4-((5-bromo-2-(methylthio)pyrimidin-4-yl)amino)cyclohexan-1-ol